(4-chlorophenyl)-2-(pyridin-3-yl)-6-(2-(trifluoromethyl)pyrrolidin-1-yl)pyrimidine ClC1=CC=C(C=C1)C1=NC(=NC(=C1)N1C(CCC1)C(F)(F)F)C=1C=NC=CC1